CN(CCCC(=O)OC(CCCCCCC(=O)OCC(CCCCCCCCCCCC)CCCCCCCCCCCC)CCCCCCC)C 2-dodecyltetradecyl 8-((4-(dimethylamino)butanoyl)oxy)pentadecanoate